λ6-thietane-1-oxide [SH2]1(CCC1)=O